C(C)(C)(C)NC(C(=C)C)=O N-(tert-butyl)methacrylamide